O1CCN(CC1)C=1C2=C(N=C(N1)N/N=C/C=1C=C(C=CC1)C)N=C(O2)C(=O)NC2COC2 7-morpholino-5-[(2E)-2-(m-tolylmethylene)hydrazino]-N-(oxetan-3-yl)oxazolo[4,5-d]pyrimidine-2-carboxamide